OC(C(=O)O)(C)C1=CC2=CC=CC=C2C=C1 2-hydroxy-2-(naphthalen-2-yl)propionic acid